[Si](C)(C)(C(C)(C)C)OCCS(=O)(=O)CCCCCC(C(=O)OC(C)(C)C)(C)C1=CC(=CC=C1)C[C@@H](C(=O)OC)C tert-butyl 7-((2-((tert-butyldimethylsilyl)oxy)ethyl)sulfonyl)-2-(3-((S)-3-methoxy-2-methyl-3-oxopropyl)phenyl)-2-methylheptanoate